ClC=1C(=C(C=CC1)N1CCN(CC1)C(CN1N=C(C=2CC(CCC12)F)C(=O)N1CCN(CC1)C(CO)=O)=O)C 1-(4-(3-chloro-2-methylphenyl)piperazin-1-yl)-2-(5-fluoro-3-(4-(2-hydroxyacetyl)piperazine-1-carbonyl)-4,5,6,7-tetrahydro-1H-indazol-1-yl)ethan-1-one